1-(8-(4-isopropyl-1-phenyl-4,5-dihydro-1H-imidazol-2-yl)quinolin-2-yl)-N-(2,4,6-tri-tert-butyl-phenyl)methanimine C(C)(C)C1N=C(N(C1)C1=CC=CC=C1)C=1C=CC=C2C=CC(=NC12)C=NC1=C(C=C(C=C1C(C)(C)C)C(C)(C)C)C(C)(C)C